CN1CC2CCC(C1)N2C(=O)C=2C=C1C(=NC2)NC=C1C=1C=C2C(=NC=NC2=CC1)NC1CCN(CC1)C (3-methyl-3,8-diazabicyclo[3.2.1]octan-8-yl)(3-(4-((1-methylpiperidin-4-yl)amino)quinazolin-6-yl)-1H-pyrrolo[2,3-b]pyridin-5-yl)methanone